N1(CCCCCC1)CCO 1-azepaneethanol